O1[C@H](COCC1)COC=1C=NC=CC1C1=C(C=2C(NCCC2N1)=O)NC1=C(C(=CC=C1)F)C 2-(3-{[(2R)-1,4-dioxan-2-yl]methoxy}pyridin-4-yl)-3-(3-fluoro-2-methylanilino)-1,5,6,7-tetrahydro-4H-pyrrolo[3,2-c]pyridin-4-one